(1R,3R)-5-(2-((1R,3aS,7aR,E)-1-((R)-4-((S)-2,4-dimethylpiperazin-1-yl)butan-2-yl)-7a-methyl-octahydro-4H-inden-4-ylidene)ethylidene)cyclohexane-1,3-diol C[C@@H]1N(CCN(C1)C)CC[C@@H](C)[C@H]1CC[C@H]2\C(\CCC[C@]12C)=C\C=C1C[C@H](C[C@@H](C1)O)O